2,2-dimethyl-4-oxo-3,4-dihydro-2H-1-benzopyran-7-carbonitrile CC1(OC2=C(C(C1)=O)C=CC(=C2)C#N)C